NC=1C(C(C(=C(C1)CC)CC)(N)N)N 1,3-diamino-diethyl-2,3-diaminobenzene